ClC=1C=C(C2=C(N=C(O2)N2CC3COCC(C2)N3)C1C(F)(F)F)C1=NC=CC=C1 7-(5-chloro-7-(pyridin-2-yl)-4-(trifluoromethyl)benzo[d]oxazol-2-yl)-3-oxa-7,9-diazabicyclo[3.3.1]nonane